lithium hexamethyldisilazide salt C[Si]([N-][Si](C)(C)C)(C)C.[Li+]